(2-(1-(5-(5-(difluoromethyl)-1-methyl-1H-pyrazol-3-yl)-1,2,4-oxadiazol-3-yl)cyclopropyl)phenyl)methanol FC(C1=CC(=NN1C)C1=NC(=NO1)C1(CC1)C1=C(C=CC=C1)CO)F